((S)-1'-(4-(bis(4-methoxybenzyl)amino)-2-((2,3-dichlorophenyl)thio)-3H-imidazo[4,5-c]pyridin-6-yl)-1,3-dihydrospiro[inden-2,4'-piperidin]-1-yl)-2-methylpropane-2-sulfinamide COC1=CC=C(CN(C2=NC(=CC3=C2NC(=N3)SC3=C(C(=CC=C3)Cl)Cl)N3CCC2(CC3)[C@@H](C3=CC=CC=C3C2)CC(C)(S(=O)N)C)CC2=CC=C(C=C2)OC)C=C1